C(C)(=O)N1CCC(CC1)N1C(N(C2=C1C=C(C=C2)Cl)CC2=C(C=C(C=C2)C=2OC(=NN2)C(F)F)F)=O 3-(1-Acetylpiperidin-4-yl)-5-chloro-1-(4-(5-(difluoromethyl)-1,3,4-oxadiazol-2-yl)-2-fluorobenzyl)-1,3-dihydro-2H-benzo[d]imidazol-2-one